CC1(CC(=NO1)C1[C@H]2CN(C[C@@H]12)C(=O)C=1N=CN(C1)[C@@H](C)C1=CC=NC=C1)C [(1R,5S,6S)-6-(5,5-dimethyl-4,5-dihydro-1,2-oxazol-3-yl)-3-azabicyclo[3.1.0]hex-3-yl]{1-[(1S)-1-(4-pyridinyl)ethyl]-1H-imidazol-4-yl}methanone